BrC=1C=C2C(=NN(C2=CC1)COCC[Si](C)(C)C)C 5-bromo-3-methyl-1-((2-(trimethylsilyl)ethoxy)methyl)-1H-indazole